4-bromo-2-(3,5-dimethyl-1,2,4-triazol-1-yl)-3-fluoro-pyridine BrC1=C(C(=NC=C1)N1N=C(N=C1C)C)F